C(C)(C)C1=CC=C(C=NNC=2C=C(C(=O)O)C=CC2)C=C1 3-(2-(4-isopropylbenzylidene)hydrazino)benzoic acid